CN1C(N(C2=NC(=NC=C12)NC=1C=NC(=CC1C)C=1N=CN(C1)C)C1CCOCC1)=O 7-methyl-2-((4-methyl-6-(1-methyl-1H-imidazol-4-yl)pyridin-3-yl)amino)-9-(tetrahydro-2H-pyran-4-yl)-7,9-dihydro-8H-purin-8-one